FC1=C(C(=O)NCC2=NC=CN=C2)C=CC(=C1)[N+](=O)[O-] 2-fluoro-4-nitro-N-[(pyrazin-2-yl)methyl]benzamide